OC(=O)C(F)(F)F.C=C1CCNCC1 4-methylidenepiperidine TFA salt